C[SH-]C(OC=1C=NC(=CC1C)Br)=S O-(6-bromo-4-methylpyridin-3-yl) methylthiothiocarbonate